N[C@@H]1C[C@H](N(C1)C(=O)C1=CC2=C(S1)C=CC=C2Cl)C=2SC=C(N2)C(=O)N[C@H](C(=O)NC)CCCCNC(=N)N 2-((2S,4R)-4-amino-1-(4-chlorobenzo[b]thiophene-2-carbonyl)pyrrolidin-2-yl)-N-((S)-6-guanidino-1-(methylamino)-1-oxohexan-2-yl)thiazole-4-carboxamide